(S)-N-(5-(2-(1-isopropylpyrrolidin-3-yl)acetamido)-2-methylpyridin-3-yl)-7-(1-methyl-1H-pyrazol-4-yl)-[1,2,4]triazolo[4,3-a]pyridine-3-carboxamide C(C)(C)N1C[C@@H](CC1)CC(=O)NC=1C=C(C(=NC1)C)NC(=O)C1=NN=C2N1C=CC(=C2)C=2C=NN(C2)C